N-(2-(3-hydroxy-3-methylbutyl)-7-methoxy-2H-indazol-5-yl)-6-(trifluoromethyl)pyridine-2-carboxamide OC(CCN1N=C2C(=CC(=CC2=C1)NC(=O)C1=NC(=CC=C1)C(F)(F)F)OC)(C)C